C1(=CC=CC2=CC=CC=C12)C=1C=C2C=CC(=C(C2=CC1)C1=C(C=CC2=CC(=CC=C12)C1=CC=CC2=CC=CC=C12)OC1=C(C=C(C=C1)CO)C1=CC=CC2=C1SC1=C2C=CC=C1)OC1=C(C=C(C=C1)CO)C1=CC=CC2=C1SC1=C2C=CC=C1 [(6,6'-bis(naphthalen-1-yl)[1,1'-binaphthalene]-2,2'-diyl)bis{oxy[3-(dibenzo[b,d]thiophen-4-yl)-4,1-phenylene]}]dimethanol